OC1CCN(CC1)C(=O)OC(C)(C)C tertbutyl 4-hydroxypiperidine-1-carboxylate